FC(C=1SC(=CN1)S(=O)(=O)Cl)F 2-(difluoromethyl)thiazole-5-sulfonyl chloride